O(CCOCCN)CCOCCN 2,2'-((oxybis(ethane-2,1-diyl))bis(oxy))bis(ethan-1-amine)